FC1=CC=C(C=C1)[C@@H]1N(CCC2=CC=CC=C12)C(=O)O[C@@H]1CN(C[C@H]1F)C(=O)OC(C)(C)C (3R,4R)-1-(tert-butoxycarbonyl)-4-fluoropyrrolidin-3-yl (S)-1-(4-fluorophenyl)-3,4-dihydroisoquinoline-2(1H)-carboxylate